methyl 4-[1-cyclopropyl-4-(trifluoromethyl) imidazol-2-yl]-3-fluoro-5-methoxybenzoate C1(CC1)N1C(=NC(=C1)C(F)(F)F)C1=C(C=C(C(=O)OC)C=C1OC)F